2-[4-[[4-[4-(2,6-dioxo-3-piperidyl)phenyl]-1-piperidyl]methyl]cyclohexyl]-7-isopropoxy-N-[6-(trifluoromethyl)-2-pyridyl]imidazo[1,2-a]pyridine-6-carboxamide O=C1NC(CCC1C1=CC=C(C=C1)C1CCN(CC1)CC1CCC(CC1)C=1N=C2N(C=C(C(=C2)OC(C)C)C(=O)NC2=NC(=CC=C2)C(F)(F)F)C1)=O